N[C@H](C(=O)OC)CC12CC(C1)(C2)OC(C)(C)C methyl (S)-2-amino-3-(3-(tert-butoxy)bicyclo[1.1.1]pentan-1-yl)propanoate